CCCCCCCCC(CCCCCCCC)OC(CCCCN(CCCCCCCCCCCC(=O)OCCCC)CCCNC1=C(C(C1=O)=O)NC)=O Butyl 12-((5-(heptadecan-9-yloxy)-5-oxopentyl)(3-((2-(methylamino)-3,4-dioxocyclobut-1-en-1-yl)amino)propyl)amino)dodecanoate